O1-benzyl O4-tert-butyl (2R)-2-[[(3-ethoxy-2,2-dimethyl-3-oxopropyl)amino]methyl]piperazine-1,4-dicarboxylate C(C)OC(C(CNC[C@H]1N(CCN(C1)C(=O)OC(C)(C)C)C(=O)OCC1=CC=CC=C1)(C)C)=O